C1(=CC=CC=C1)S(=O)(=O)O.C(C(C)(C)C)C1=CC=CC=2C3=CC=CC=C3NC12 neopentyl-carbazole benzenesulfonate